COC(C1CCN(CC1)C1=CC=C(C=C1)C1C(NC(CC1)=O)=O)OC 3-[4-[4-(Dimethoxymethyl)-1-piperidyl]phenyl]piperidine-2,6-dione